COC=1C=2N(C=C(C1)C=1C=NN(C1C)C1CN(C1)[C@H]1CN[C@@H](C1)C)N=CC2C#N 4-Methoxy-6-(5-methyl-1-[1-[(3R,5R)-5-methylpyrrolidin-3-yl]azetidin-3-yl]pyrazol-4-yl)pyrazolo[1,5-a]pyridine-3-carbonitrile